5-fluoro-4-(5-fluoro-2,3-dihydrospiro[benzo[d]pyrrolo[1,2-a]imidazole-1,1'-cyclopropan]-7-yl)-N-(5-(piperazin-1-ylmethyl)pyridin-2-yl)pyrimidin-2-amine FC=1C(=NC(=NC1)NC1=NC=C(C=C1)CN1CCNCC1)C1=CC2=C(N=C3N2C2(CC2)CC3)C(=C1)F